C(C)(C)(C)NS(=O)(=O)C1=CC(=CC=C1)NC1=NC(=NC=C1C)NC1=CC=C(C=C1)C(\C=C\C1=CC=C(C=C1)F)=O (E)-N-(tert-butyl)-3-((2-((4-(3-(4-fluorophenyl)acryloyl)phenyl)amino)-5-methylpyrimidin-4-yl)amino)benzenesulfonamide